8-isopropyl-2-(methylsulfonyl)-N-(3-nitrobenzyl)pyrazolo[1,5-a][1,3,5]triazin-4-amine C(C)(C)C=1C=NN2C1N=C(N=C2NCC2=CC(=CC=C2)[N+](=O)[O-])S(=O)(=O)C